O1CCOCCN(CCOCCOCCN(CC1)CC1=CC=CC(=N1)C(=O)O)CC1=CC=CC(=N1)C(=O)O 6,6'-((1,4,10,13-tetraoxa-7,16-diazacyclooctadecane-7,16-diyl)bis(methylene))bis(2-picolinic acid)